tert-butyl (2S,6R)-2-{[(tert-butyldimethylsilyl)oxy]methyl}-6-hydroxy-6-methyl-1,4-oxazepane-4-carboxylate [Si](C)(C)(C(C)(C)C)OC[C@H]1OC[C@](CN(C1)C(=O)OC(C)(C)C)(C)O